N-(2-acetyl-3,5-difluoro-4-(2-(tetrahydro-2H-pyran-4-yl)ethyl)phenyl)-5-cyano-2-(methylsulfonyl)benzamide C(C)(=O)C1=C(C=C(C(=C1F)CCC1CCOCC1)F)NC(C1=C(C=CC(=C1)C#N)S(=O)(=O)C)=O